Cl.COC1=CC=C2C=3C=CN=C(C3N(C2=C1)CCC(=O)O)C 3-(7-Methoxy-1-methyl-β-carbolin-9-yl)propionic acid hydrochloride